(S)-1-(((R)-tert-butylsulfinyl)imino)-1,3-dihydrospiro[indene-2,4'-piperidine]-6-carboxamide trifluoroacetate FC(C(=O)O)(F)F.C(C)(C)(C)[S@@](=O)N=C1C2=CC(=CC=C2CC12CCNCC2)C(=O)N